6-(3-thienyl)pyridine-2-formaldehyde S1C=C(C=C1)C1=CC=CC(=N1)C=O